(S)-1-(2-((R)-3-(Benzo[b]thiophen-7-ylamino)pyrrolidin-1-yl)acetyl)pyrrolidin-2-carbonitril S1C2=C(C=C1)C=CC=C2N[C@H]2CN(CC2)CC(=O)N2[C@@H](CCC2)C#N